N-(3-chloro-5-cyanophenyl)-2-(4-((1-(2-(2,6-dioxopiperidin-3-yl)-1,3-Dioxoisoindoline-5-yl)azetidin-3-yl)ethynyl)-1H-pyrazol-1-yl)-2-methylpropionamide ClC=1C=C(C=C(C1)C#N)NC(C(C)(C)N1N=CC(=C1)C#CC1CN(C1)C=1C=C2C(N(C(C2=CC1)=O)C1C(NC(CC1)=O)=O)=O)=O